CC1=C(C(=CC(=C1)C)CC1=C(C=CC=C1)[N+](=O)[O-])O 2,4-dimethyl-6-(2-nitrobenzyl)phenol